tert-butyl (8aR)-2-(3-(cyano((trimethylsilyl)oxy)methyl)bicyclo[1.1.1]pentan-1-yl)-3-oxohexahydroimidazo[1,5-a]pyrazine-7(1H)-carboxylate C(#N)C(C12CC(C1)(C2)N2C(N1[C@@H](CN(CC1)C(=O)OC(C)(C)C)C2)=O)O[Si](C)(C)C